6-(2-amino-1H-imidazol-1-yl)-N,N-bis(4-methoxybenzyl)pyrimidin-4-amine NC=1N(C=CN1)C1=CC(=NC=N1)N(CC1=CC=C(C=C1)OC)CC1=CC=C(C=C1)OC